CC(CCCCCCCCCCCCCCCCCCCCCCCCCCCCCCCCCCCCCOC(CCCCCCC\C=C/C\C=C/CCCCC)=O)C.ClC1=CC=C(CC[C@H]2C(CCCC2)C2=NC=CC=C2)C=C1 (S)-2-(1-(4-chlorophenethyl)-2-cyclohexyl)pyridine 38-methylnonatriacontyl-linoleate